((1S,4aS,5R,7aS)-8-oxo-1,4a,5,7a-tetrahydro-1,5-(epoxymethano) cyclopenta[c]pyran-3-yl)methyl 4-fluorobenzoate FC1=CC=C(C(=O)OCC2=C[C@H]3[C@H]4[C@@H](O2)OC([C@@H]3C=C4)=O)C=C1